FC(CN1N=CC=2C(NC(=CC21)N2C[C@H](CCC2)COC=2C(=NC=CC2)C(F)(F)F)=O)F (S)-1-(2,2-difluoroethyl)-6-(3-(((2-(trifluoromethyl)pyridin-3-yl)oxy)methyl)piperidin-1-yl)-1,5-dihydro-4H-pyrazolo[4,3-c]pyridin-4-one